C(C1=CC=CC=C1)N1C[C@@H]2N(C=3N=CC=C(C3CC2)C(=O)O)CC1 (R)-8-benzyl-6,6a,7,8,9,10-hexahydro-5H-pyrazino[1,2-a][1,8]naphthyridine-4-carboxylic acid